NC=1C(=C(C=2CCC3=CC(=C(C=C3C2C1C#N)OC)OC)C1=C(C=CC2=CC=CC=C12)P(=O)(C1=CC=CC=C1)C1=CC=CC=C1)[N+](=O)[O-] (S)-3-amino-1-(2-(diphenylphosphoryl)-1-naphthyl)-6,7-dimethoxy-2-nitro-9,10-dihydrophenanthrene-4-carbonitrile